1-(4-fluorobenzyl)-3-(4-methyl-1,3-dithiolan-2-yl)-4-oxo-4H-pyrido[1,2-a]pyrimidinium FC1=CC=C(C[N+]2=C3N(C(C(=C2)C2SCC(S2)C)=O)C=CC=C3)C=C1